(2S)-1-(tert-butoxycarbonyl)-4-methylidenepyrrolidine-2-carboxylic acid C(C)(C)(C)OC(=O)N1[C@@H](CC(C1)=C)C(=O)O